C(C)(=O)N[C@@H]1C[C@H](N(C1)C(=O)OC(C)(C)C)C(N(C)C1=CC=C(C=C1)F)=O tert-butyl (2S,4R)-4-acetamido-2-((4-fluorophenyl)(methyl)carbamoyl)pyrrolidine-1-carboxylate